copper-nickel-silicon-cobalt-magnesium [Mg].[Co].[Si].[Ni].[Cu]